BrC1=NN(C(=C1)C1=CCC2(OCCO2)CC1)C(C)C 3-bromo-5-(1,4-dioxaspiro[4.5]dec-7-en-8-yl)-1-isopropyl-pyrazole